C(C1=CC=CC=C1)OC1=NC(=CC=C1C1=CC=C2CCC(CC2=C1)=O)OCC1=CC=CC=C1 7-(2,6-bis(benzyloxy)pyridin-3-yl)-3,4-dihydronaphthalen-2(1H)-one